ClC1=NC=C(C(=N1)C1=CC(=CC=C1)C=1C(=NC=CC1)OC)F 2-chloro-5-fluoro-4-(3-(2-methoxypyridin-3-yl)phenyl)pyrimidine